O1C(COC2=C1C=CC=C2)C2=CC=C(CN1CCC(CC1)C(=O)NC)C=C2 1-[4-(2,3-dihydro-1,4-benzodioxin-2-yl)benzyl]-N-methylpiperidine-4-carboxamide